FC1CN(C1)C(=O)C=1N=C2N(N1)[C@H](C[C@H]2F)C2=CC=CC=C2 |r| (3-fluoroazetidin-1-yl)-[rac-(5R,7R)-7-fluoro-5-phenyl-6,7-dihydro-5H-pyrrolo[1,2-b][1,2,4]triazol-2-yl]methanone